B(OC1=C(C(=C(C(=C1)F)F)F)F)([O-])[O-] (2,3,4,5-tetrafluorophenyl) borate